C(C=C)(=O)N1CC2(C1)CCN(CC2)C2=NC=NC1=CC=C(C=C21)C=2C=C(C(=NC2)OC)NS(=O)(=O)C2=C(C=CC=C2F)F N-(5-(4-(2-acryloyl-2,7-diazaspiro[3.5]nonan-7-yl)quinazolin-6-yl)-2-methoxypyridin-3-yl)-2,6-difluorobenzenesulfonamide